C(C)(C)(C)OC(N[C@@H](CC1=C(C=C(C=C1)C=1C=C2CN(C(C2=CC1)=O)C)F)C#N)=O (S)-(1-cyano-2-(2-fluoro-4-(2-methyl-1-oxoisoindolin-5-yl)phenyl)ethyl)carbamic acid tert-butyl ester